4-(4-cyclopropyl-1H-imidazol-1-yl)benzofuran-2-carboxamide C1(CC1)C=1N=CN(C1)C1=CC=CC2=C1C=C(O2)C(=O)N